C(#N)C1=CC=C(C=C1)N1N=C(C=C1C1=CC=C(C=C1)C)N(C(=O)OC(C)(C)C)C[C@H]1CN(CC1)C(=O)OC(C)(C)C tert-butyl (3R)-3-[[[1-(4-cyanophenyl)-5-(4-methylphenyl)pyrazol-3-yl]-[(2-methylpropan-2-yl)oxycarbonyl]amino]methyl]pyrrolidine-1-carboxylate